NCCNC1=NC=C(C(=N1)NC)C(=O)N 2-(2-aminoethyl-amino)-4-(methylamino)pyrimidine-5-carboxamide